ClC1=CC=C(CNC=2C3=C(N=CN2)C=CC=N3)C=C1 N-(4-Chlorobenzyl)pyrido[3,2-d]pyrimidin-4-amine